tert-butyl (1R,5S,6S)-6-(2-chloro-4-(1-methyl-5-(1-(pyrimidin-2-yl)-3-(trifluoromethyl)-pyrazol-4-yl)-imidazole-2-carboxamido) benzamido)-3-azabicyclo[3.1.0]hexane-3-carboxylate ClC1=C(C(=O)NC2[C@@H]3CN(C[C@H]23)C(=O)OC(C)(C)C)C=CC(=C1)NC(=O)C=1N(C(=CN1)C=1C(=NN(C1)C1=NC=CC=N1)C(F)(F)F)C